(2R,3R,4S,5S)-N-(3-carbamoyl-4-fluoro-phenyl)-3-(3,4-difluoro-2-methoxy-phenyl)-4,5-dimethyl-5-(trifluoromethyl)tetrahydrofuran-2-carboxamide piperidine-4,4-diyl-diacetate N1CCC(CC1)(CC(=O)O)CC(=O)O.C(N)(=O)C=1C=C(C=CC1F)NC(=O)[C@@H]1O[C@@]([C@H]([C@@H]1C1=C(C(=C(C=C1)F)F)OC)C)(C(F)(F)F)C